C(C)OC(CC(C(C(F)(F)F)C)=O)=O 5,5,5-trifluoro-4-methyl-3-oxopentanoic acid ethyl ester